3-(4-(1,4-dimethyl-1H-imidazol-2-yl)benzyl)-6-(2-isopropylphenyl)-[1,2,4]triazolo[4,3-a]pyrazine CN1C(=NC(=C1)C)C1=CC=C(CC2=NN=C3N2C=C(N=C3)C3=C(C=CC=C3)C(C)C)C=C1